copper(II) 2-(2-butoxyethoxy)ethoxide C(CCC)OCCOCC[O-].[Cu+2].C(CCC)OCCOCC[O-]